C[Si](N(C(C)=O)C1=CC=CC=C1)(N(C(C)=O)C1=CC=CC=C1)C dimethyl-di(N-phenylacetamido)silane